octadecylamine dibutylphosphate C(CCC)OP(=O)(OCCCC)O.C(CCCCCCCCCCCCCCCCC)N